ClC1=C2C(N(C(NC2=C(C=C1)S(=O)(=O)C1=CC=C2C=CN(C2=C1)CCC1CC1)=O)O)=O 5-chloro-8-((1-(2-cyclopropylethyl)-1H-indol-6-yl)sulfonyl)-3-hydroxyquinazoline-2,4(1H,3H)-dione